FC(S(=O)(=O)C1=CC=C(CN2CC3(CN(C3)C(=O)N3CC4(C3)NC(OC4)=O)C2)C=C1)(F)F 2-[6-(4-trifluoromethanesulfonyl-benzyl)-2,6-diazaspiro[3.3]heptane-2-carbonyl]-7-oxa-2,5-diazaspiro[3.4]octan-6-one